NC1=C2C(=NC=N1)N(N=C2C2=CC=C(C=C2)OC2=CC=CC=C2)C2CCN(CC2)C2CN(C2)C2CN(C2)C=2C=C(C(C(=O)O)=CC2)C(=O)O 4-(3-(4-(4-amino-3-(4-phenoxyphenyl)-1H-pyrazolo[3,4-d]pyrimidin-1-yl)piperidin-1-yl)-[1,3'-biazetidin]-1'-yl)phthalic acid